C(C)N1N=CC(=C1)C1=CC=2C3=C(C=NC2C=C1OC)N(C(N3C3=C(C=NC=C3)CC)=O)C 8-(1-Ethyl-1H-pyrazol-4-yl)-1-(3-ethylpyridin-4-yl)-7-methoxy-3-methyl-1,3-dihydroimidazo[4,5-c]quinolin-2-one